6-chloro-N-methyl-4-(o-tolyl)pyridin-3-amine ClC1=CC(=C(C=N1)NC)C1=C(C=CC=C1)C